BrC=1C=CC=C2C(=NC(=NC12)NCC1CCCCC1)N[C@H](C)C1CC1 (R)-8-bromo-N2-(cyclohexylmethyl)-N4-(1-cyclopropylethyl)quinazoline-2,4-diamine